N-(3-amino-4-fluorophenyl)-2-fluoro-6-(8-fluoro-7-(trifluoromethoxy)chroman-4-yl)-3-(trifluoromethyl)benzamide NC=1C=C(C=CC1F)NC(C1=C(C(=CC=C1C1CCOC2=C(C(=CC=C12)OC(F)(F)F)F)C(F)(F)F)F)=O